tert-butyl 2-(6-(2-(2-(4-(N,N-bis(4-methoxybenzyl)sulfamoyl)-1H-pyrazol-1-yl)-2-methylpropoxy)pyridin-4-yl)-4-(difluoromethoxy)-3-fluoro-2-isopropylphenyl)acetate COC1=CC=C(CN(S(=O)(=O)C=2C=NN(C2)C(COC2=NC=CC(=C2)C2=CC(=C(C(=C2CC(=O)OC(C)(C)C)C(C)C)F)OC(F)F)(C)C)CC2=CC=C(C=C2)OC)C=C1